carbonyl-amide C(=O)=[N-]